1-((1H-benzo[d]imidazol-5-yl)methyl)-N-(3-fluoro-5-(trifluoromethyl)phenyl)indolin-6-carboxamid N1C=NC2=C1C=CC(=C2)CN2CCC1=CC=C(C=C21)C(=O)NC2=CC(=CC(=C2)C(F)(F)F)F